CN([C@H](CNC(=O)[C@H]1[C@](C1)(C1=CC=CC=C1)C)CC1=C(C=C(C=C1)O)F)C (1R,2S)-N-((S)-2-(dimethylamino)-3-(2-fluoro-4-hydroxyphenyl)-propyl)-2-methyl-2-phenylcyclopropane-1-carboxamide